2-aminoacetamido-N-[(1S)-1-(2-benzimidazolyl)-3-phenylpropyl]-2-pyrrolidinecarboxamide NCC(=O)NN1C(CCC1)C(=O)N[C@@H](CCC1=CC=CC=C1)C=1NC2=C(N1)C=CC=C2